4-(2-((3,5-dimethylphenyl)thio)-1-o-tolylethyl)pyridine CC=1C=C(C=C(C1)C)SCC(C1=C(C=CC=C1)C)C1=CC=NC=C1